(2S)-2-[(5-amino-6-phenylpyridin-2-yl)formylamino]glutaric acid 1,5-diethyl ester C(C)OC([C@H](CCC(=O)OCC)NC(=O)C1=NC(=C(C=C1)N)C1=CC=CC=C1)=O